4,4'-methylenebis(2-isopropyl-6-methylaniline) C(C1=CC(=C(N)C(=C1)C)C(C)C)C1=CC(=C(N)C(=C1)C)C(C)C